(rel)-methyl (2S,4R)-4-methoxychromane-2-carboxylate CO[C@@H]1C[C@H](OC2=CC=CC=C12)C(=O)OC |o1:2,4|